O1C(=NC=C1)C1=C(C=CC=C1)CNC(=O)C=1NC(N2C1CNCC2)=O N-[(2-oxazol-2-ylphenyl)methyl]-3-oxo-6,8-dihydro-5H-imidazo[1,5-a]pyrazine-1-carboxamide